O-(7-azabenzotriazol-1-yl)-N,N,N',N'-tetramethyluronium hexafluorophosphate (2S,3R)-2-amino-4-(2-amino-6-hydroxy-9H-purin-9-Yl)-3-hydroxybutyrate N[C@H](C(=O)[O-])[C@@H](CN1C2=NC(=NC(=C2N=C1)O)N)O.F[P-](F)(F)(F)(F)F.N1(N=NC2=C1N=CC=C2)OC(=[N+](C)C)N(C)C.N2(N=NC1=C2N=CC=C1)OC(=[N+](C)C)N(C)C